N-(1-(3-cyano-9-ethyl-6,6-dimethyl-11-oxo-6,11-dihydro-5H-benzo[b]carbazol-8-yl)piperidin-4-yl)-6-((2-(2,6-dioxopiperidin-3-yl)-1-oxoisoindolin-4-yl)amino)hexanamide C(#N)C1=CC=C2C=3C(C4=C(C(C3NC2=C1)(C)C)C=C(C(=C4)CC)N4CCC(CC4)NC(CCCCCNC4=C1CN(C(C1=CC=C4)=O)C4C(NC(CC4)=O)=O)=O)=O